[N+](=O)([O-])C1=CNC=C1 3-Nitropyrrole